4-[4-(2-aminoethyl)phenyl]-3-[[4-(tetrazol-1-yl)imidazol-1-yl]methyl]benzonitrile NCCC1=CC=C(C=C1)C1=C(C=C(C#N)C=C1)CN1C=NC(=C1)N1N=NN=C1